C(C)(=O)C1=C(C=C(C=C1)Cl)C1=CC(N(C=C1OC)C(C(=O)NC1=CC2=C(OCO2)C=C1)CCOC(C)(C)C)=O 2-(4-(2-acetyl-5-chlorophenyl)-5-methoxy-2-oxopyridin-1(2H)-yl)-N-(benzo[d][1,3]dioxol-5-yl)-4-(tert-butoxy)butanamide